S1N=C(C=C1)OC1=NSC=C1 isothiazolyl oxide